OC(=C(C(=O)O)O)C=CCCCCCCCCCCCCC dihydroxy-octadecadienoic acid